CCCCCCCCCCCC(=O)O[C@H](COC(=O)CCCCCCC/C=C\\CCCCCCCC)COP(=O)(O)OC[C@H](CO)O The molecule is a 1,2-diacyl-sn-glycero-3-phospho-(1'-sn-glycerol) in which the phosphatidyl acyl groups at positions 1 and 2 are specified as oleoyl and lauroyl respectively. It is a 1,2-diacyl-sn-glycero-3-phospho-(1'-sn-glycerol) and a dodecanoate ester. It derives from an oleic acid. It is a conjugate acid of a 1-oleoyl-2-lauroyl-sn-glycero-3-phospho-(1'-sn-glycerol)(1-).